COC1=C(CN2CCC(CC2)OC2CCN(CC2)C(=O)OC(C)(C)C)C(=CC(=C1)C1=CN(C(C2=CN=CC=C12)=O)C)OC tert-butyl 4-((1-(2,6-dimethoxy-4-(2-methyl-1-oxo-1,2-dihydro-2,7-naphthyridin-4-yl)benzyl)piperidin-4-yl)oxy)piperidine-1-carboxylate